C1(CC1)CN1CCN(CC1)C1CCN(CC1)C1=C(C=C(C(=C1)OC)NC1=NC=NC(=C1)N1OCC[C@@H]1C1=C(C=C(C=C1)F)F)NC(C=C)=O N-(2-(4-(4-(cyclopropylmethyl)piperazine-1-yl)piperidine-1-yl)-5-((6-((R)-3-(2,4-difluorophenyl)isoxazolidine-2-yl)pyrimidine-4-yl)amino)-4-methoxyphenyl)acrylamide